FC(C1=CC=C(C(=O)NNC(=O)C2C(CCCC2)C(=O)O)C=C1)(F)F 2-(2-(4-(trifluoromethyl)benzoyl)hydrazine-1-carbonyl)cyclohexane-1-carboxylic acid